2-(1-(4-((2,6-dioxopiperidin-3-yl)oxy)-2-fluorophenyl)-4-hydroxypiperidin-4-yl)acetic acid O=C1NC(CCC1OC1=CC(=C(C=C1)N1CCC(CC1)(O)CC(=O)O)F)=O